1-[2,6-dichloro-4-(1,1,1,2,3,3,3-heptafluoropropan-2-yl)phenyl]-1H-pyrazol ClC1=C(C(=CC(=C1)C(C(F)(F)F)(C(F)(F)F)F)Cl)N1N=CC=C1